cyclopentan-1-Carboxylat C1(CCCC1)C(=O)[O-]